COC=1C=CC(=C2CN(C(C12)=O)CC(C#N)=C)B1OC(C(O1)(C)C)(C)C 2-[[7-methoxy-1-oxo-4-(4,4,5,5-tetramethyl-1,3,2-dioxaborolan-2-yl)isoindolin-2-yl]methyl]prop-2-enenitrile